hafnium tetraoxide [O-2].[O-2].[O-2].[O-2].[Hf+4].[Hf+4]